C(C)(C)(C)OC(CN1CCN(CC1)C1=CC=C(C=C1)O[C@H]1C(NC(CC1)=O)=O)=O |r| 2-[4-[4-[[(3RS)-2,6-dioxo-3-piperidinyl]oxy]phenyl]piperazin-1-yl]acetic acid tert-butyl ester